N-Ethyl-5-methyl-2-[5-(methylsulfonyl)-3,4'-bipyridin-2'-yl]-1H-imidazole-4-carboxamide trifluoroacetate salt FC(C(=O)O)(F)F.C(C)NC(=O)C=1N=C(NC1C)C1=NC=CC(=C1)C=1C=NC=C(C1)S(=O)(=O)C